2-(6-(benzofuran-3-yl)-1-oxoisoindolin-2-yl)butyramide O1C=C(C2=C1C=CC=C2)C2=CC=C1CN(C(C1=C2)=O)C(C(=O)N)CC